N-Acetylcysteine Amide C(C)(=O)NC([C@@H](N)CS)=O